CC(C#N)C 2-methyl-propanenitrile